(4-(5-Methyl-7H-pyrrolo[2,3-d]pyrimidin-4-yl)-3,4-dihydro-2H-1,4-thiazin-6-yl)((3aR,7aR)-1-methyloctahydro-6H-pyrrolo[2,3-c]pyridin-6-yl)methanone CC1=CNC=2N=CN=C(C21)N2CCSC(=C2)C(=O)N2C[C@H]1[C@@H](CC2)CCN1C